4-methoxy-4'-methylchalcone COC1=CC=C(C=C1)\C=C\C(=O)C1=CC=C(C=C1)C